Cl.N[C@@H]1CN(CCC1)C1=CC(=NC=C1C#CC=1C=NN(C1)CC(F)F)NC1=NC(=NC=C1)C1=C(C=CC=C1OC)F (S)-N-(4-(3-aminopiperidin-1-yl)-5-((1-(2,2-difluoroethyl)-1H-pyrazol-4-yl)ethynyl)pyridin-2-yl)-2-(2-fluoro-6-methoxyphenyl)pyrimidin-4-amine hydrochloride